tert-butyl 4-[4-[(2,6-dioxo-3-piperidyl) carbamoyl]phenyl]piperazine-1-carboxylate O=C1NC(CCC1NC(=O)C1=CC=C(C=C1)N1CCN(CC1)C(=O)OC(C)(C)C)=O